(S)-10-ethyl-11-methoxy-2,3,4,4a,5,6-hexahydro-1H,14H-pyrazino[1',2':5,6][1,5]oxazocino[2,3-g]quinoline C(C)C=1C(=NC2=CC3=C(C=C2C1)OCC[C@@H]1N(C3)CCNC1)OC